(rac)-((1S,2R,4R)-2-((tert-butyldiphenylsilyl)methyl)-2-methylbicyclo[2.1.1]hexan-1-yl)(thiophen-2-yl)methanone [Si](C1=CC=CC=C1)(C1=CC=CC=C1)(C(C)(C)C)C[C@]1(C2(CC(C1)C2)C(=O)C=2SC=CC2)C |r|